2-(methyl-d3)azetidine trifluoroacetate FC(C(=O)O)(F)F.C(C1NCC1)([2H])([2H])[2H]